(4aR,8aR)-1-((1-ethoxyethoxy)methyl)-5,5,8a-trimethyloctahydronaphthalen-2(1H)-one C(C)OC(C)OCC1C(CC[C@@H]2C(CCC[C@@]12C)(C)C)=O